C(#N)C1=CC(=C(C=N1)OC1CC2(C1)CN(C2)C(=O)OC(C)(C)C)C2=CC=1N(C=C2)N=C(C1)NC(=O)C1CC1 tert-butyl 2-[[6-cyano-4-[2-(cyclopropanecarbonylamino)pyrazolo[1,5-a]pyridin-5-yl]-3-pyridyl]oxy]-6-azaspiro[3.3]heptane-6-carboxylate